C(C=C)(=O)O.C(C=C)(=O)O.C1(CCCCCCCCC1)(CCO)CCO.C1(CCCCCCCCC1)(CCO)CCO.C1(CCCCCCCCC1)(CCO)CCO tricyclodecanediethanol diacrylate